[4-(3,7-dibromo-10H-phenoxazin-10-yl)butyl]phosphoric acid BrC=1C=CC=2N(C3=CC=C(C=C3OC2C1)Br)CCCCOP(O)(O)=O